FC1=C(C=C(C=C1)C(CO)NC(=O)C1C(C1)C1=CC(=CC=C1)F)N1CCOCC1 2-(3-fluoro-phenyl)-cyclopropanecarboxylic acid [1-(4-fluoro-3-morpholin-4-yl-phenyl)-2-hydroxy-ethyl]-amide